1-benzyl-1H-pyrrol-3,4-dicarboxylic acid C(C1=CC=CC=C1)N1C=C(C(=C1)C(=O)O)C(=O)O